NCCC1=CC(N(C=C1)C(C(=O)OCC)CC(C)C)=O ethyl 2-(4-(2-aminoethyl)-2-oxopyridin-1(2H)-yl)-4-methylpentanoate